Cl.N1(CCNCC1)C1=CC=C(C=N1)C1=C(N(C=C1)S(N)(=O)=O)C(=O)O 3-(6-Piperazin-1-yl-3-pyridyl)-1-sulfamoyl-pyrrole-2-carboxylic acid hydrochloride